2-(4-(2-fluoro-4-hydroxy-3-isopropylbenzyl)-3-isopropylphenoxy)acetic acid FC1=C(CC2=C(C=C(OCC(=O)O)C=C2)C(C)C)C=CC(=C1C(C)C)O